4-ethyl-1,3-phenylenediamine C(C)C1=C(C=C(C=C1)N)N